C[N+]=1C(N([C@H]2[C@H](O)[C@H](O)[C@@H](CO)O2)C2=NC(=NC(C12)=O)N)=O 7-methyl-8-oxoguanosine